CC1=NN=C(S1)NC(=O)C=1SC=C(C1)[C@H]1[C@@H](C1)NCC1CCOCC1 N-(5-methyl-1,3,4-thiadiazol-2-yl)-4-(trans-2-((tetrahydro-2H-pyran-4-ylmethyl)-amino)cyclopropyl)-thiophene-2-carboxamide